N-(2,6-dioxopiperidin-3-yl)-4-[4-[(piperidin-4-yl)methyl]Piperazin-1-yl]Benzamide O=C1NC(CCC1NC(C1=CC=C(C=C1)N1CCN(CC1)CC1CCNCC1)=O)=O